(R)-3-(2,6-divinylpyridin-4-yl)-10-methyl-9,10,11,12-tetrahydro-8H-[1,4]diazepino[5',6':4,5]thieno[3,2-f]quinolin-8-one C(=C)C1=NC(=CC(=C1)C1=NC=2C=CC3=C(C2C=C1)C1=C(S3)C(N[C@@H](CN1)C)=O)C=C